N=C(C)NCCCC[C@H](N)C(=O)O (L)-N6-(1-iminoethyl)-(L)-lysine